3-[(1S)-1-(4,4-diethyl-2-imino-6-oxo-hexahydropyrimidin-1-yl)pent-4-ynyl]-N-(2,2-dimethylchroman-4-yl)benzamide C(C)C1(NC(N(C(C1)=O)[C@@H](CCC#C)C=1C=C(C(=O)NC2CC(OC3=CC=CC=C23)(C)C)C=CC1)=N)CC